chloromethyl 2,2-dimethyl-4-oxo-3,8,11,14,17,20,23-heptaoxa-5-azahexacosan-26-oate CC(C)(OC(NCCOCCOCCOCCOCCOCCOCCC(=O)OCCl)=O)C